2,2,3,3-Tetrafluoro-2,3-dihydrobenzo[b][1,4]dioxin-6-amine FC1(C(OC2=C(O1)C=CC(=C2)N)(F)F)F